2-[3-(2,3-dichloro-6-fluorophenyl)-3-azetidinylamino]-7-methyl-1,7-diaza-8(7H)-naphthalenone ClC1=C(C(=CC=C1Cl)F)C1(CNC1)NC1=NC=2C(N(C=CC2C=C1)C)=O